[5-[4-[4-chloro-3-[(1-cyanocyclopropyl)-propyl-carbamoyl]phenyl]pyrazol-1-yl]-1-methyl-4-(trifluoromethyl)pyrazol-3-yl]1,1,1,2,3,3,3-heptafluoropropane-2-sulfonate ClC1=C(C=C(C=C1)C=1C=NN(C1)C1=C(C(=NN1C)OS(=O)(=O)C(C(F)(F)F)(C(F)(F)F)F)C(F)(F)F)C(N(CCC)C1(CC1)C#N)=O